trans-tert-butyl 4-((4-(4-bromo-1H-pyrazol-1-yl)-2-(4-(methoxycarbonyl)phenyl)piperidin-1-yl)methyl)-5-methoxy-7-methyl-1H-indole-1-carboxylate BrC=1C=NN(C1)[C@H]1C[C@@H](N(CC1)CC1=C2C=CN(C2=C(C=C1OC)C)C(=O)OC(C)(C)C)C1=CC=C(C=C1)C(=O)OC